(2r,3s,4s,5r)-3-(3,4-difluoro-2-methoxyphenyl)-N-(4-fluoro-3-sulfonylphenyl)-4,5-dimethyl-5-(trifluoromethyl)tetrahydrofuran-2-carboxamide FC=1C(=C(C=CC1F)[C@H]1[C@@H](O[C@]([C@H]1C)(C(F)(F)F)C)C(=O)NC=1CC(C(=CC1)F)=S(=O)=O)OC